C(C)(C)(C)OC(=O)N1CC(/C(/CC1)=[N+]\1/CC(N(CC1)C=1C(=NC(=CC1)OCC1=CC=CC=C1)OCC1=CC=CC=C1)=O)(F)F.FC(C(C(C(C(C(C(N)(F)F)(F)F)(F)F)(F)F)(F)F)(F)F)C tridecafluoro-1-aminooctane tert-butyl-(4E)-4-[4-(2,6-dibenzyloxy-3-pyridyl)-3-oxo-piperazin-1-ium-1-ylidene]-3,3-difluoro-piperidine-1-carboxylate